C(C)OC(=O)C1=CC(=NN1CC1=CC=CC=C1)S(N)(=O)=O.N1(CCC1)CC1=C(CNC2=CC(=C(C(=C2)F)S(=O)(=O)NC=2N=CSC2)F)C(=CC=C1)F 4-((2-(azetidin-1-ylmethyl)-6-fluorobenzyl)amino)-2,6-difluoro-N-(thiazol-4-yl)benzenesulfonamide ethyl-1-benzyl-3-sulfamoyl-1H-pyrazole-5-carboxylate